5-(tert-butyl)-N-(2-(2-(cyclopropanecarboxamido)pyridin-4-yl)-3-fluoro-6,7,8,9-tetrahydro-5H-benzo[7]annulen-5-yl)-1,2,4-oxadiazole-3-carboxamide C(C)(C)(C)C1=NC(=NO1)C(=O)NC1CCCCC2=C1C=C(C(=C2)C2=CC(=NC=C2)NC(=O)C2CC2)F